COC(CC1=C(C(=O)O)C=CC=C1)=O 2-(2-methoxy-2-oxo-ethyl)benzoic acid